(1aS,5aS)-2-(5-Cyclopropyl-pyridin-2-yl)-1a,2,5,5a-tetrahydro-1H-2,3-diaza-cyclopropa[a]pentalene-4-carboxylic acid (2-hydroxy-1,1-dimethyl-ethyl)-amide OCC(C)(C)NC(=O)C=1C=2C[C@H]3[C@@H](C2N(N1)C1=NC=C(C=C1)C1CC1)C3